1-(5-benzylpyrimidin-2-yl)-4-(6-(1-methyl-1H-pyrazol-4-yl)pyrazolo[1,5-a]pyridin-3-yl)-1,4-diazepan-2-one C(C1=CC=CC=C1)C=1C=NC(=NC1)N1C(CN(CCC1)C=1C=NN2C1C=CC(=C2)C=2C=NN(C2)C)=O